CN1C(N(C2=NC(=NC=C12)NC=1C=C2C=CC=NC2=CC1C)[C@H]1CNCC1)=O 7-methyl-2-[(7-methyl-6-quinolinyl)amino]-9-[(3R)-pyrrolidin-3-yl]purin-8-one